(2-ethylhexanoic acid) Bismuth (III) [Bi+3].C(C)C(C(=O)O)CCCC